2-((4-(2-((tetrahydro-2H-pyran-2-yl)methyl)-2H-tetrazol-5-yl)phenyl)sulfonylamino)acetamide O1C(CCCC1)CN1N=C(N=N1)C1=CC=C(C=C1)S(=O)(=O)NCC(=O)N